(S)-4-(2-(3-(ethoxymethyl)-1-(2-(6-methylpyridin-3-yl)propan-2-yl)pyrrolidin-3-yl)ethyl)-2-methoxypyridine HCl Cl.C(C)OC[C@@]1(CN(CC1)C(C)(C)C=1C=NC(=CC1)C)CCC1=CC(=NC=C1)OC